1-[4-[(1S,2R)-6-hydroxy-2-(3-hydroxyphenyl)tetralin-1-yl]phenyl]piperidine-4-carbaldehyde OC=1C=C2CC[C@H]([C@H](C2=CC1)C1=CC=C(C=C1)N1CCC(CC1)C=O)C1=CC(=CC=C1)O